potassium 3-[(2,3-Dihydrothieno[3,4-b]-[1,4]dioxin-2-yl) methoxy]-1-propanesulfonate O1C=2C(OCC1COCCCS(=O)(=O)[O-])=CSC2.[K+]